(S)-Piperidine-3-Carboxylic Acid N1C[C@H](CCC1)C(=O)O